C(C)S(=O)(=O)N1CCC(CC1)NC1=NC=C(C(=N1)C=1C=C(C(N(C1)C(C)C)=O)F)F 5-(2-((1-(ethylsulfonyl)piperidin-4-yl)amino)-5-fluoropyrimidin-4-yl)-3-fluoro-1-isopropylpyridin-2(1H)-one